octafluoro-1,4-diiodobutane FC(C(C(C(I)(F)F)(F)F)(F)F)(I)F